COC1=CC=C2C(=N1)C(=NN2C(C2=CC=CC=C2)(C2=CC=CC=C2)C2=CC=CC=C2)OC(F)(F)F 5-methoxy-3-(trifluoromethoxy)-1-trityl-pyrazolo[4,3-b]pyridine